(3S)-l-1-(5-chloro-2,4-difluorophenyl)-8-((3S,5R)-3,5-dimethylpiperazin-1-yl)-3-(2-methoxyethoxy)-10-(trifluoromethyl)-3,4-dihydro-2H,6H-[1,4]thiazepino[2,3,4-ij]quinazolin-6-one ClC=1C(=CC(=C(C1)S1C[C@H](CN2C(N=C(C3=CC(=CC1=C23)C(F)(F)F)N2C[C@@H](N[C@@H](C2)C)C)=O)OCCOC)F)F